3-(4-chloro-1H-pyrazol-1-yl)-5-(trifluoromethyl)benzoic acid ethyl ester C(C)OC(C1=CC(=CC(=C1)C(F)(F)F)N1N=CC(=C1)Cl)=O